N-(3-chloro-5-(methylsulfonyl)phenyl)-4-(5-ethoxypyrimidin-2-yl)-5-methylthiophene-2-carboxamide ClC=1C=C(C=C(C1)S(=O)(=O)C)NC(=O)C=1SC(=C(C1)C1=NC=C(C=N1)OCC)C